NC[C@H](C)O 1-amino-(S)-2-propanol